ClC=1C(=NC(=NC1)F)NC=1C=C2CC(N(C2=CC1)CCOC)=O 5-((5-chloro-2-fluoropyrimidin-4-yl)amino)-1-(2-methoxyethyl)indolin-2-one